6-chloro-8-methyl-1H-benzo[d][1,3]oxazine-2,4-dione ClC1=CC2=C(NC(OC2=O)=O)C(=C1)C